C[C@H]1[C@@H](C[C@H]([C@@H](O1)O[C@H](C)CCCCCC[C@H](CC(=O)O)O)O)OC(=O)C2=CNC3=CC=CC=C32 The molecule is a 4-O-(1H-indol-3-ylcarbonyl)ascaroside that is icas#18 in which the pro-R hydrogen beta to the carboxy group is replaced by a hydroxy group. It is a metabolite of the nematode Caenorhabditis elegans. It has a role as a Caenorhabditis elegans metabolite. It is an (omega-1)-hydroxy fatty acid ascaroside, a 3-hydroxy carboxylic acid, a 4-O-(1H-indol-3-ylcarbonyl)ascaroside and a monocarboxylic acid. It derives from a bhas#18, an icas#18 and a (3R,10R)-3,10-dihydroxyundecanoic acid.